5-((1-(2-(4-(4-(2-(2,6-dioxopiperidin-3-yl)-4-methyl-1-Oxo-1,2-dihydrophthalazin-6-yl)piperazin-1-yl)piperidin-1-yl)acetyl)piperidin-4-yl)methoxy)pyrimidine O=C1NC(CCC1N1C(C2=CC=C(C=C2C(=N1)C)N1CCN(CC1)C1CCN(CC1)CC(=O)N1CCC(CC1)COC=1C=NC=NC1)=O)=O